8-(4-chloro-2-fluoro-phenyl)-2,3-dimethyl-6-[(2S)-2-(2-methyl-4-pyridyl)morpholin-4-yl]pyrimido[5,4-d]pyrimidin-4-one ClC1=CC(=C(C=C1)C1=NC(=NC2=C1N=C(N(C2=O)C)C)N2C[C@@H](OCC2)C2=CC(=NC=C2)C)F